tert-butyl N-[(4-{[(1S)-1-(4-bromophenyl)-2,2,2-trifluoroethyl](methyl)carbamoyl}cyclohexyl)methyl]-carbamate BrC1=CC=C(C=C1)[C@@H](C(F)(F)F)N(C(=O)C1CCC(CC1)CNC(OC(C)(C)C)=O)C